3-{[2-(4-chlorophenyl)imidazo[1,2-a]pyrimidin-3-yl]methyl}-N,N-diethyl-3,8-diazabicyclo-[3.2.1]octane-8-carboxamide ClC1=CC=C(C=C1)C=1N=C2N(C=CC=N2)C1CN1CC2CCC(C1)N2C(=O)N(CC)CC